FC1=C(C(=CC=C1)OC)C=1C2=C(N=C(N1)NC=1C=NC=3CCN(CC3C1)C)CNCC2 (2-fluoro-6-methoxyphenyl)-N-(6-methyl-5,6,7,8-tetrahydro-1,6-naphthyridin-3-yl)-5,6,7,8-tetrahydropyrido[3,4-d]pyrimidin-2-amine